NC1=NC2=CC=C(C=C2C=N1)C=1C=C(C(=O)NC2=CC(=C(C=C2)N2CCNCC2)C(F)(F)F)C=CC1C 3-(2-aminoquinazolin-6-yl)-4-methyl-N-(4-(piperazin-1-yl)-3-(trifluoromethyl)phenyl)benzamide